3-(2-(difluoromethoxy)-4-methylphenyl)-1-(2-isopropylphenyl)-1-(2-azaspiro[3.3]heptan-6-yl)urea FC(OC1=C(C=CC(=C1)C)NC(N(C1CC2(CNC2)C1)C1=C(C=CC=C1)C(C)C)=O)F